methyl(3-amino-4-((1-(benzo[d][1,3]dioxol-5-yl)propan-2-yl)(methyl)amino)-4-oxobutyl)carbamate COC(NCCC(C(=O)N(C)C(CC1=CC2=C(OCO2)C=C1)C)N)=O